butanoic acid HCl salt Cl.C(CCC)(=O)O